methyl-(2r,7ar)-2-fluorotetrahydro-1H-pyrrolizine CC1[C@H](CN2CCC=C12)F